6-chloro-1-(2,6-dimethoxyphenyl)-1H-imidazo[4,5-b]pyrazine-2-thiol ClC1=CN=C2C(=N1)N(C(=N2)S)C2=C(C=CC=C2OC)OC